N-(5-{2-[(6-methoxy-1,2,3,4-tetrahydroisoquinolin-7-yl)amino]quinazolin-7-yl}pyridin-2-yl)acetamide COC=1C=C2CCNCC2=CC1NC1=NC2=CC(=CC=C2C=N1)C=1C=CC(=NC1)NC(C)=O